ClC1=CC2=C(N(C(C(N2C)=O)=O)C2CCN(CC2)C2=NC=C(C=N2)CN(CC)CC)N=C1 7-chloro-4-(1-(5-((diethylamino)methyl)pyrimidin-2-yl)piperidin-4-yl)-1-methyl-1,4-dihydropyrido[2,3-b]pyrazine-2,3-dione